8-((2R)-bicyclo[2.2.1]heptan-2-yl)-2-((4-(piperazin-1-yl)phenyl)amino)pyrido[2,3-d]pyrimidin-7(8H)-one C12[C@@H](CC(CC1)C2)N2C(C=CC1=C2N=C(N=C1)NC1=CC=C(C=C1)N1CCNCC1)=O